perfluoro-n-octanesulfonylbicyclo[2.2.1]hept-5-ene FC1(C2(C(=C(C(C1(F)F)(C2(F)F)F)F)F)S(=O)(=O)C(C(C(C(C(C(C(C(F)(F)F)(F)F)(F)F)(F)F)(F)F)(F)F)(F)F)(F)F)F